2-{5-[3-(tert-butylamino)pyrrolidin-1-yl]pyrazin-2-yl}-5-(1-methyl-1H-pyrazol-4-yl)phenol-Dihydrochlorid Cl.Cl.C(C)(C)(C)NC1CN(CC1)C=1N=CC(=NC1)C1=C(C=C(C=C1)C=1C=NN(C1)C)O